3-(4-chlorophenyl)-4-phenyl-N-((4-(trifluoromethyl)phenyl)sulfonyl)-4,5-dihydro-1H-pyrazole ClC1=CC=C(C=C1)C1=NN(CC1C1=CC=CC=C1)S(=O)(=O)C1=CC=C(C=C1)C(F)(F)F